Benzyl 7-chloro-5-formyl-1,2,3,4-tetrahydroisoquinoline-2-carboxylate ClC1=CC(=C2CCN(CC2=C1)C(=O)OCC1=CC=CC=C1)C=O